3-(methoxymethyl)-1H-pyrazole COCC1=NNC=C1